C(C)(=O)OC[C@H](NC([C@@H](NC(=O)C=1N=C(SC1)N1CCC(CC1)NC(COC)=O)CO[Si](C)(C)C(C)(C)C)=O)C(=O)OC Methyl O-acetyl-N-(O-(tert-butyldimethylsilyl)-N-(2-(4-(2-methoxyacetamido)piperidin-1-yl)thiazole-4-carbonyl)-L-seryl)-L-serinate